tungsten-rhodium [Rh].[W]